S(N)(OC[C@@H]1[C@H](C[C@@H](C1)NC1=NC=NC=C1C(=O)C=1OC(=C(C1)CC1=CC(=CC=C1)Cl)Cl)O)(=O)=O [(1R,2S,4R)-4-({5-[5-chloro-4-(3-chlorobenzyl)-2-furoyl]pyrimidin-4-yl}amino)-2-hydroxycyclopentyl]methyl sulfamate